C(C)(C)(C)OC(=O)N1CCN(CC1)C1=CC(=CC=C1)NC1=NC=NC(=C1)Cl 4-(3-((6-Chloropyrimidin-4-yl)amino)phenyl)piperazine-1-carboxylic acid tert-butyl ester